FC1=C(C=CC=C1CN1CCOCC1)NCC=1N=C(N(C1)C=1C=CC=2N(C1)C(=CN2)C(=O)N)C2=NC(=CC=C2)C 6-(4-(((2-Fluoro-3-(morpholinylmethyl)phenyl)amino)methyl)-2-(6-methylpyridin-2-yl)-1H-imidazole-1-yl)imidazo[1,2-a]pyridine-3-carboxamide